1-{1-[3-(3-Chloro-2-fluorophenyl)-5-(4,6-difluoro-1H-1,3-benzodiazol-2-yl)pyridin-4-yl]azetidin-3-yl}methanamin ClC=1C(=C(C=CC1)C=1C=NC=C(C1N1CC(C1)CN)C1=NC2=C(N1)C=C(C=C2F)F)F